C(C1=CC=C(N(CC2CO2)CC2CO2)C=C1)C1=CC=C(N(CC2CO2)CC2CO2)C=C1 4,4'-methylene-bis[N,N-bis(2,3-epoxypropyl)aniline]